CC=1C(=CC=2CN[C@@H]3CCC4=C([C@H]3C2C1)C=C(C(=C4)O)O)O (6aR,12bS)-2-methyl-5,6,6a,7,8,12b-hexahydrobenzo[a]phenanthridine-3,10,11-triol